CN1N=C(C2=CC=CC=C2C1=O)C1=CC=C(C=C1)CCS(=O)(=O)N 2-(4-(3-methyl-4-oxo-3,4-dihydro-phthalazin-1-yl)phenyl)ethane-1-sulphonamide